BrC1=CC(=CC2=C1SC(=C2)C(N)=S)CC 7-bromo-5-ethylbenzo[b]thiophene-2-thiocarboxamide